3-[(3,4-Dimethylphenyl)sulfanyl]-N-hydroxypyridazine-4-carboxamide CC=1C=C(C=CC1C)SC=1N=NC=CC1C(=O)NO